C(CCC)NC(=O)C=1C=C(C=C(C1)[N+](=O)[O-])B(O)O 3-(N-BUTYLCARBAMOYL)-5-NITROPHENYLBORONIC ACID